FC(C(=O)O)(F)F.CN1C=NC=2C1=NC=CC2NC(=O)N2CCC=1C2=NC=CC1N1C[C@@H](NCC1)C (S)-N-(3-methyl-3H-imidazo[4,5-b]pyridin-7-yl)-4-(3-methylpiperazin-1-yl)-2,3-dihydro-1H-pyrrolo[2,3-b]pyridine-1-carboxamide 2,2,2-trifluoroacetate